7-bromo-4-chloro-5-fluoro-1H-indole BrC=1C=C(C(=C2C=CNC12)Cl)F